COC=1C=C2C(C(=CNC2=CC1OC)C#N)=O 6,7-dimethoxy-4-oxo-1,4-dihydroquinoline-3-carbonitrile